di-iso-decyl-phenylphosphite C(CCCCCCC(C)C)C=1C(=C(C=CC1)P([O-])([O-])[O-])CCCCCCCC(C)C